C[C@H]1CC[C@@H](N(C1)C(C(=O)NC=1C2=C(C=NC1)C=NN2)=O)C=2C=CC1=C(N=C(S1)C1CC(N(CC1)C)=O)C2 2-[(2R,5S)-5-methyl-2-[2-(1-methyl-2-oxo-4-piperidyl)-1,3-benzothiazol-5-yl]-1-piperidyl]-2-oxo-N-(1H-pyrazolo[4,3-c]pyridin-7-yl)acetamide